3-benzyl 8-(tert-butyl) 1-formyl-3,8-diazabicyclo[3.2.1]octane-3,8-dicarboxylate C(=O)C12CN(CC(CC1)N2C(=O)OC(C)(C)C)C(=O)OCC2=CC=CC=C2